4-(4-oxo-4,9-dihydro-3H-pyrido[2',3':4,5]pyrrolo[2,3-d]pyrimidin-7-yl)piperidine-1-carboxylic acid tert-butyl ester C(C)(C)(C)OC(=O)N1CCC(CC1)C1=CC2=C(C3=C(N=CNC3=O)N2)N=C1